lithium lanthanum titanium chromium oxide [O-2].[Cr+3].[Ti+4].[La+3].[Li+]